1-chloro-4-fluoro-2-methoxybenzene ClC1=C(C=C(C=C1)F)OC